FC1CC(C1)C1=CC(=CC(=N1)C)O 6-((1r,3r)-3-fluorocyclobutyl)-4-hydroxy-2-methylpyridin